(1R,2S,5S)-3-(7-chloro-1H-indole-2-carbonyl)-6,6-dimethyl-N-((S)-1-oxo-3-((S)-2-oxopiperidin-3-yl)propan-2-yl)-3-azabicyclo[3.1.0]hexane-2-carboxamide ClC=1C=CC=C2C=C(NC12)C(=O)N1[C@@H]([C@H]2C([C@H]2C1)(C)C)C(=O)N[C@H](C=O)C[C@H]1C(NCCC1)=O